ClC=1SC(=CN1)C1CSC=2N1C(C(=C([N+]2C)[O-])C2=CC(=CC=C2)C(F)(F)F)=O 3-(2-chlorothiazol-5-yl)-8-methyl-5-oxo-6-[3-(trifluoromethyl)phenyl]-2,3-dihydrothiazolo[3,2-a]pyrimidin-8-ium-7-olate